C(C)C=1C=NN(C1)CC=1C=C(C=CC1OC1=CC=CC=C1)N1C(N(C(NC1=O)=O)C1=CC(=CC=C1)C)=O 1-{3-[(4-Ethyl-1H-pyrazol-1-yl)methyl]-4-phenoxyphenyl}-3-(3-methylphenyl)-1,3,5-triazinan-2,4,6-trion